3-((4-((4-(4-(3-(quinolin-4-yl)pyrazolo[1,5-a]pyrimidin-6-yl)phenyl)piperazin-1-yl)methyl)phenyl)amino)piperidine-2,6-dione N1=CC=C(C2=CC=CC=C12)C=1C=NN2C1N=CC(=C2)C2=CC=C(C=C2)N2CCN(CC2)CC2=CC=C(C=C2)NC2C(NC(CC2)=O)=O